3,4'-diaminochalcone NC=1C=C(C=CC1)\C=C\C(=O)C1=CC=C(C=C1)N